C(C1=CC=CC=C1)OC1=C(C=CC=C1F)N1[C@H](C2(C1=O)CCCC2)C2=CC(=C(C=C2OC)N2CCC(CC2)C=O)F 1-(4-{(1S)-2-[2-(benzyloxy)-3-fluorophenyl]-3-oxo-2-azaspiro[3.4]octan-1-yl}-2-fluoro-5-methoxyphenyl)piperidine-4-carbaldehyde